(2R,5S)-3-(4-Cyano-3-(trifluoromethyl)phenyl)-N-(4-nitrophenyl)-2-(trifluoromethyl)oxazolidin-5-carboxamid C(#N)C1=C(C=C(C=C1)N1[C@H](O[C@@H](C1)C(=O)NC1=CC=C(C=C1)[N+](=O)[O-])C(F)(F)F)C(F)(F)F